NC1=C2C(N(C(C2=CC=C1N(C)[C@H]1[C@@H](CCCC1)NC1CCC(CC1)(F)F)=O)C1C(NC(CC1)=O)=O)=O 4-amino-5-(((1R,2R)-2-((4,4-difluorocyclohexyl)amino)cyclohexyl)(methyl)amino)-2-(2,6-dioxopiperidin-3-yl)isoindoline-1,3-dione